C(#N)C=1N=C2N(N=CC=C2)C1 2-cyanoimidazo[1,2-b]pyridazin